Octyl isononanoate C(CCCCCC(C)C)(=O)OCCCCCCCC